(4-(5-methoxypyridin-2-yl)-1-methyl-1H-pyrazol-3-yl)methanone COC=1C=CC(=NC1)C=1C(=NN(C1)C)C=O